NCC1=CC=C(C=C1)NC(=O)C1=C(C=C(C(=C1)C=1SC=CC1)OC)C=1C(=CC=2C3=C(COC2C1)C(=C(S3)C)C)C(=O)O 7-(2-((4-(aminomethyl)phenyl)carbamoyl)-5-methoxy-4-(thiophen-2-yl)phenyl)-2,3-dimethyl-4H-thieno[3,2-c]chromene-8-carboxylic acid